2-[3-ethylsulfonyl-6-(trifluoromethyl)imidazo[1,2-a]pyridin-2-yl]-3-methyl-6-(tri-fluoromethyl)imidazo[4,5-b]pyridine C(C)S(=O)(=O)C1=C(N=C2N1C=C(C=C2)C(F)(F)F)C2=NC=1C(=NC=C(C1)C(F)(F)F)N2C